N(=C=O)C1=CC=C(C=C1)N=C=O 1,4-Diisocyanatobenzene